N4-(3-chloro-4-(pyridin-2-ylmethoxy)phenyl)-7-((1,4-dimethylpiperidin-4-yl)ethynyl)quinazoline-4,6-diamine ClC=1C=C(C=CC1OCC1=NC=CC=C1)NC1=NC=NC2=CC(=C(C=C12)N)C#CC1(CCN(CC1)C)C